2-((2-oxo-4-(o-tolyl)-2H-chromen-7-yl)amino)propanamide O=C1OC2=CC(=CC=C2C(=C1)C1=C(C=CC=C1)C)NC(C(=O)N)C